C(C)(=O)C1=C(C2=C(N=C(N=C2)NC2=NC=C(C=C2)N2CCN(CC2)C2=CC=C(C=C2)CCl)N(C1=O)C1CCCC1)C 6-acetyl-2-[[5-[4-[4-(chloromethyl)phenyl]piperazin-1-yl]-2-pyridyl]amino]-8-cyclopentyl-5-methyl-pyrido[2,3-d]pyrimidin-7-one